2-(4-Nitrophenyl)thiomorpholin-3-one [N+](=O)([O-])C1=CC=C(C=C1)C1C(NCCS1)=O